((3S,4S)-4-fluoropyrrolidin-3-yl)-6-(imidazo[1,2-a]pyrazin-3-yl)pyridin-2-amine F[C@H]1[C@H](CNC1)C=1C(=NC(=CC1)C1=CN=C2N1C=CN=C2)N